1-(4-((8-(diethylamino)octyl)amino)phenyl)dihydropyrimidine-2,4(1H,3H)-dione C(C)N(CCCCCCCCNC1=CC=C(C=C1)N1C(NC(CC1)=O)=O)CC